2,2-dimethyl-4,6-dioxo-1,3-dioxane-5-carboylxylate CC1(OC(C(C(O1)=O)C(=O)OC(=O)C1=C(C(=CC=C1)C)C)=O)C